ClC1=CC2=CC3=C(OC4=C3C=CC=C4)C=C2C=C1 9-chloronaphtho[2,3-b]benzofuran